4-((2-methoxyethyl)(methyl)amino)benzoic acid COCCN(C1=CC=C(C(=O)O)C=C1)C